Cl.ClC=1C=C(C(=C(C1)C1=NC=NN2C1=CC(=C2)CN2C(N(C=C(C2=O)F)C)=O)CC2CNC[C@@H](O2)C)C 3-((4-(5-chloro-3-methyl-2-(((6S)-6-methylmorpholin-2-yl)methyl)phenyl)pyrrolo[2,1-f][1,2,4]triazin-6-yl)methyl)-5-fluoro-1-methylpyrimidine-2,4(1H,3H)-dione hydrochloride